C(N)(=N)C=1C=C(SC1)CNC(=O)[C@H]1N(CSC1(C)C)C(CNC(CCCOC1=CC=CC=C1)=O)=O (R)-N-((4-carbamimidoylthiophen-2-yl)methyl)-5,5-dimethyl-3-((4-phenoxybutanoyl)glycyl)thiazolidine-4-carboxamide